N-[(3R)-5-(4-chlorobenzyl)-8-fluoro-1,1,4-triketo-7-(5-morpholino-1,3,4-oxadiazol-2-yl)-2,3-dihydro-1λ6,5-benzothiazepin-3-yl]carbamic acid tert-butyl ester C(C)(C)(C)OC(N[C@H]1CS(C2=C(N(C1=O)CC1=CC=C(C=C1)Cl)C=C(C(=C2)F)C=2OC(=NN2)N2CCOCC2)(=O)=O)=O